bishydroxyethyl-aminopropyl-hydroxyethyl-hexadecylamine OCCC(CCCCCCCCCCCCCCC)(N(CCO)CCCN)CCO